CC1=NOC(=C1C=1C=CC(=C(C1)NC1=CC=C(C=C1)C1(CC1)C#N)C)C 1-(4-((5-(3,5-dimethylisoxazol-4-yl)-2-methylphenyl)amino)phenyl)cyclopropanecarbonitrile